C(CCCCC(=O)OCC(CC)CC)(=O)OCC(CC)CC di(2-ethylbutyl) adipate